vinyl-fluorosilane C(=C)[SiH2]F